C(C)OC1=NN(C=C1C=1C(=CC(=NC1)NC1=NC(=NC=C1)C1=C(N(N=C1)C)O)O[C@H](CCO)C)C1CCN(CC1)C 4-[4-[[5-[3-ethoxy-1-(1-methyl-4-piperidyl)pyrazol-4-yl]-4-[(1S)-3-hydroxy-1-methyl-propoxy]-2-pyridyl]amino]pyrimidin-2-yl]-2-methyl-pyrazol-3-ol